F[P-](F)(F)(F)(F)F.CN1C=[N+](C=C1)CCC 1-Methyl-3-propylimidazolium hexafluorophosphat